(2S,3S,5S)-4-[[3-(3,4-difluoro-2-methoxy-phenyl)-5-(trifluoromethyl)tetrahydrofuran-2-carbonyl]amino]pyridine-2-carboxamide FC=1C(=C(C=CC1F)[C@H]1[C@H](O[C@@H](C1)C(F)(F)F)C(=O)NC1=CC(=NC=C1)C(=O)N)OC